ClC1=C(COC2=CC=C(CC(C(=O)[O-])C(=O)[O-])C=C2)C(=CC=C1)F 4-[(2-chloro-6-fluorobenzyl)oxy]benzyl-malonate